6-(2,2-dimethyl-4-piperidinyl)-3-methyl-1,3-benzoxazol-2-one hydrochloride Cl.CC1(NCCC(C1)C1=CC2=C(N(C(O2)=O)C)C=C1)C